3-[5-chloro-3-(ethoxycarbonyl)-2-methylquinolin-4-yl]propanoic acid ClC1=C2C(=C(C(=NC2=CC=C1)C)C(=O)OCC)CCC(=O)O